FC(C=1C=C(C=C(C1)C(F)(F)F)C1=NN(C=N1)C1=NC=CC=C1[N+](=O)[O-])(F)F 2-(3-(3,5-bis(trifluoromethyl)phenyl)-1H-1,2,4-triazol-1-yl)-3-nitropyridine